FC=1C=C(C=C(C#N)C1)OC 5-fluoro-3-methoxy-benzonitrile